C(C)[C@@]1(COC2=C1C=C(C=C2C(=O)NC)C(=O)NCCCO)C2=CC=CC=C2 |r| (+/-)-3-ethyl-N5-(3-hydroxypropyl)-N7-methyl-3-phenyl-2,3-dihydrobenzofuran-5,7-dicarboxamide